C[C@@H]1N(C2=CC=CC=C2[C@@H](C1)NC1=CC=C(C=C1)NC(CCCC(=O)N)=O)C(CC)=O N5-(4-(((2S,4R)-2-methyl-1-propionyl-1,2,3,4-tetrahydroquinolin-4-yl)amino)phenyl)glutaramide